NC1=NC2=CC=C(C(=C2C=N1)F)C=1C(=C(C=CC1F)NS(=O)(=O)C1=CC(=CC=2[C@@H](COC21)CC(=O)O)Cl)F.C(C(/C(/C2=C(C(=C(O)C(=C2)[2H])[2H])[2H])=C(\C2=CC=C(O)C=C2)/CC)([2H])[2H])([2H])([2H])[2H] (E)-diethylstilbestrol-d8 (3S)-7-{[3-(2-amino-5-fluoroquinazolin-6-yl)-2,4-difluorophenyl]sulfamoyl}-5-chloro-2,3-dihydro-1-benzofuran-3-yl-acetate